N-benzyloxycarbonyl-O-tert-butyl-L-seryl-O-tert-butyl-L-serine methyl ester COC([C@@H](NC([C@@H](NC(=O)OCC1=CC=CC=C1)COC(C)(C)C)=O)COC(C)(C)C)=O